ClC1=CC=C(COC2=NN=C(S2)NC(C2=CC(=NC=C2C2=C(C=CC=C2)OC)C#N)=O)C=C1 N-(5-((4-chlorobenzyl)oxy)-1,3,4-thiadiazol-2-yl)-2-cyano-5-(2-methoxyphenyl)isonicotinamide